CC1=NN=C(O1)C=1N=C(SC1)OCCCN1CCN(CC1)C1=NSC2=C1C=CC=C2 3-(4-{3-[4-(5-methyl-[1,3,4]oxadiazol-2-yl)-thiazol-2-yloxy]-propyl}-piperazin-1-yl)-benzo[d]isothiazole